FC1=C(C=C(C(=C1OC)C(C)C)OC)C=C 2-Fluoro-4-isopropyl-3,5-dimethoxy-1-vinylbenzene